C(CCCCCCC)NC1=CC=C(C=C1)NC(=O)C1CCCCC1 N-(4-octylaminophenyl)cyclohexanamide